6-fluoro-7-(hydroxymethyl)pyrrolo[1,2-a]quinoxalin-4(5H)-one FC1=C2NC(C=3N(C2=CC=C1CO)C=CC3)=O